NCC1=NNC(C2=CC=C(C=C12)C=1C=NN(C1C1=C(C#N)C(=CC(=C1)C(F)(F)F)OC1CC1)C)=O 2-(4-(4-(aminomethyl)-1-oxo-1,2-dihydrophthalazin-6-yl)-1-methyl-1H-pyrazol-5-yl)-6-cyclopropoxy-4-(trifluoromethyl)benzonitrile